C[C@@H]1[C@@]23CC[C@H]4[C@]([C@@H]2CC[C@@]1(OC3)O)(CC[C@@]5([C@@]4(CC[C@@]6([C@H]5C[C@](CC6)(C)C(=O)O)C)C)C)C The molecule is a hexacyclic triterpenoid that is D:A-friedooleanan-29-oic acid substituted by a hydroxy group at position 3 and an epoxy group across positions 3 and 24 (the (3beta,20alpha stereoisomer). Isolated from Salacia macrosperma and Tripterygium wilfordii, it exhibits anti-HIV activity. It has a role as a metabolite and a HIV-1 reverse transcriptase inhibitor. It is a hexacyclic triterpenoid, a hydroxy monocarboxylic acid and a cyclic hemiketal. It derives from a hydride of a friedelane.